ICCN1N=NC2=C1C=CC=C2 1-(2-iodoethyl)benzotriazole